N1-(4-amino-1H-pyrazolo[4,3-c]pyridin-7-yl)-N2-methyl-N2-(1-(4-(trifluoromethyl)phenyl)ethyl)oxalamide NC1=NC=C(C2=C1C=NN2)NC(C(=O)N(C(C)C2=CC=C(C=C2)C(F)(F)F)C)=O